(1-(benzofuran-6-ylmethyl)-1H-1,2,3-triazol-4-yl)-7-bromothieno[3,2-d]pyrimidin-2-amine O1C=CC2=C1C=C(C=C2)CN2N=NC(=C2)C=2C1=C(N=C(N2)N)C(=CS1)Br